3-[[5-[2,6-dichloro-4-[6-(difluoromethyl)-3,5-dioxo-1,2,4-triazin-2-yl]phenoxy]-2-methoxy-phenyl]sulfonylamino]cyclobutanecarboxylic acid methyl ester COC(=O)C1CC(C1)NS(=O)(=O)C1=C(C=CC(=C1)OC1=C(C=C(C=C1Cl)N1N=C(C(NC1=O)=O)C(F)F)Cl)OC